NC1=NC=NN2C1=C(N=C2C(C)C)C2=CC=C(S2)CNC(C2=C(C=CC(=C2)F)OC)=O N-((5-(4-amino-7-isopropylimidazo[5,1-f][1,2,4]triazin-5-yl)thiophen-2-yl)methyl)-5-fluoro-2-methoxybenzamide